NC1=NC(N(C=C1)[C@@H]1O[C@]([C@H](C1(F)F)O)(C)CO)=O 4-amino-1-((2R,4R,5R)-3,3-difluoro-4-hydroxy-5-(hydroxymethyl)-5-methyltetrahydrofuran-2-yl)pyrimidin-2(1H)-one